N2-[2,2-difluoro-7-(1-methyl-2,3,4,7-tetrahydroazepin-5-yl)-1,3-benzodioxol-5-yl]-N4,6-dimethyl-pyrimidine-2,4-diamine FC1(OC2=C(O1)C(=CC(=C2)NC2=NC(=CC(=N2)NC)C)C=2CCCN(CC2)C)F